N1C(C(CCC1=O)[2H])=O (3-2H)-piperidine-2,6-dione